C(=C)OC(C)(C)C Tertiary butyl vinyl ether